4-phenyl-2-(trifluoroacetyl)benzo[f]quinolin C1(=CC=CC=C1)N1CC(=CC=2C3=C(C=CC12)C=CC=C3)C(C(F)(F)F)=O